rac-tert-butyl 6-[(5-bromo-1-oxo-2,7-naphthyridin-2-yl)methyl]-2-[(2,4-dimethyl-1-piperidyl)methyl]indole-1-carboxylate BrC1=C2C=CN(C(C2=CN=C1)=O)CC1=CC=C2C=C(N(C2=C1)C(=O)OC(C)(C)C)CN1C(CC(CC1)C)C